6-[3-(3-tert-butyl-4-hydroxy-5-methylphenyl)propoxy]-2,4,8,10-tetra-tert-butyldibenzo[d,f][1,3,2]dioxaphosphepine C(C)(C)(C)C=1C=C(C=C(C1O)C)CCCOP1OC2=C(C3=C(O1)C(=CC(=C3)C(C)(C)C)C(C)(C)C)C=C(C=C2C(C)(C)C)C(C)(C)C